CC=1C(C(CCC1)(C)C)CCC(C)=O 4-(2,6,6-trimethylcyclohex-2-en-1-yl)butan-2-one